CC1=C(CP(C2=CC=CC=C2)(C2=CC=CC=C2)=O)C(=CC(=C1)C)C 2,4,6-trimethylbenzyl-diphenyl-phosphine oxide